Cl.N1=CN=C2NC=NC2=C1N1CCSC(=C1)C(=O)NC[C@@H]1NCCC1 (R)-4-(9H-purin-6-yl)-N-(pyrrolidin-2-ylmethyl)-3,4-dihydro-2H-1,4-thiazine-6-carboxamide hydrochloride